2-(3-chloro-2-fluorophenyl)-2-isothiocyanatopropyl 2,2-dimethylpropionate CC(C(=O)OCC(C)(N=C=S)C1=C(C(=CC=C1)Cl)F)(C)C